methyl-2α-fluoro-3,7-dioxo-6α-ethyl-5β-cholan-24-oate COC(CC[C@@H](C)[C@H]1CC[C@H]2[C@@H]3C([C@@H]([C@@H]4CC([C@@H](C[C@]4(C)[C@H]3CC[C@]12C)F)=O)CC)=O)=O